BrC=1C(=C2CC[C@@]3(C2=CC1)N=C1N(C=C(C=C1OC(F)F)C(F)(F)F)C3)F (S)-5'-bromo-8-(difluoromethoxy)-4'-fluoro-6-(trifluoromethyl)-2',3'-dihydro-3H-spiro[imidazo[1,2-a]pyridine-2,1'-indene]